CNC=1N=CC(=C2C=C(N=CC12)NC(=O)C1CC1)C#CC1=CC=C(C=C1)N1CCOCC1 N-(8-(methylamino)-5-((4-morpholinophenyl)ethynyl)-2,7-naphthyridin-3-yl)cyclopropanecarboxamide